N1CC(CCC1)N1N=CC(=C1)C1=NC2=CC=CC=C2N=C1 2-(1-(piperidin-3-yl)-1H-pyrazol-4-yl)quinoxaline